2-propoxybenzylidene-malonic acid dipropyl ester C(CC)OC(C(C(=O)OCCC)=CC1=C(C=CC=C1)OCCC)=O